((4-methoxy-1-methyl-1H-indol-3-yl)(3,4,5-trimethoxyphenyl)methyl)triphenylphosphonium triflate salt [O-]S(=O)(=O)C(F)(F)F.COC1=C2C(=CN(C2=CC=C1)C)C(C1=CC(=C(C(=C1)OC)OC)OC)[P+](C1=CC=CC=C1)(C1=CC=CC=C1)C1=CC=CC=C1